C[C@H]1CC[C@@H](N(C1)C(C(=O)NC=1C2=C(C=NC1)C=NN2C2OCCCC2)=O)C=2C=CC1=C(N=C(S1)C1CC(N(CC1)C)=O)C2 2-((2R,5S)-5-methyl-2-(2-(1-methyl-2-oxopiperidin-4-yl)benzo[d]thiazol-5-yl)piperidin-1-yl)-2-oxo-N-(1-(tetrahydro-2H-pyran-2-yl)-1H-pyrazolo[4,3-c]pyridin-7-yl)acetamide